(7-Chloro-2-methylthiazolo[5,4-b]pyridin-6-yl)carbamic acid tert-butyl ester C(C)(C)(C)OC(NC=1C(=C2C(=NC1)SC(=N2)C)Cl)=O